N-benzyl-1-(((3S)-1-((3-cyano-1-azetidinyl)sulfonyl)-3-piperidinyl)carbonyl)-D-prolinamide C(C1=CC=CC=C1)NC([C@@H]1N(CCC1)C(=O)[C@@H]1CN(CCC1)S(=O)(=O)N1CC(C1)C#N)=O